Cl.C(C)OC(C[C@@H](C=1C(=C(C=C(C1F)C)C1=C(C=C(C=C1OCCCC=C)C)C)F)N)=O.OC1=CC(=CC=2N=C(NC21)C)C(=O)N(C)C 4-hydroxy-N,N,2-trimethyl-benzimidazole-6-formamide Ethyl-(3S)-3-amino-3-(2,4-difluoro-2',4',5-trimethyl-6'-(pent-4-en-1-yloxy)-[1,1'-biphenyl]-3-yl)propanoate hydrochloride